FC(C)(F)C1=CC(N(C(N1C)=O)C1=C(C=C(C(=C1)F)[N+](=O)[O-])F)=O 6-(1,1-difluoroethyl)-3-(2,5-difluoro-4-nitro-phenyl)-1-methyl-pyrimidine-2,4-dione